FC(C(=O)O)(F)F.FC(C(=O)O)(F)F.CN(CCC1=CN(C2=CC=C(C=C12)OC)C(=O)OC(C(C)C)OC([C@H](C(C)C)N)=O)C 1-(((S)-2-amino-3-methyl-butanoyl)oxy)-2-methyl-propyl 3-(2-(dimethylamino)-ethyl)-5-methoxy-1H-indole-1-carboxylate di-trifluoro-acetate